3-(3-((7-fluoro-1,1-dioxido-2,3-dihydrobenzo[b]thiophen-6-yl)amino)-1H-pyrazol-5-yl)cyclopentyl propylcarbamate C(CC)NC(OC1CC(CC1)C1=CC(=NN1)NC=1C=CC2=C(S(CC2)(=O)=O)C1F)=O